NC1=C(C=C2C(CC(=NC2=C1)C)=O)Br 7-amino-6-bromo-2-methylquinolin-4(3H)-one